tert-butyl 3-[3-[2-[[(1R)-1-(1-naphthyl)ethyl]carbamoyl]phenyl]propanoylamino]azetidine-1-carboxylate C1(=CC=CC2=CC=CC=C12)[C@@H](C)NC(=O)C1=C(C=CC=C1)CCC(=O)NC1CN(C1)C(=O)OC(C)(C)C